3-[1-(2-di-tert-Butoxyphosphoryloxyethoxycarbonyl)-5-(4-fluorophenyl)-6-isopropyl-pyrazolo[4,3-g]isoquinolin-8-yl]oxycyclobutanecarboxylic acid C(C)(C)(C)OP(=O)(OC(C)(C)C)OCCOC(=O)N1N=CC=2C=C3C(=C(N=C(C3=CC21)OC2CC(C2)C(=O)O)C(C)C)C2=CC=C(C=C2)F